FC(C1=NN=C(S1)NC(=O)C1=NN2C(C(N(CC2)CC=2C=NC=CC2)=O)=C1C)F 3-methyl-4-oxo-5-pyridin-3-ylmethyl-4,5,6,7-tetrahydropyrazolo[1,5-a]pyrazine-2-carboxylic acid (5-difluoromethyl[1,3,4]thiadiazol-2-yl)amide